5-[1-(4-nitropyrazol-1-yl)ethyl]-1-(2,2,2-trifluoroethyl)tetrazole [N+](=O)([O-])C=1C=NN(C1)C(C)C1=NN=NN1CC(F)(F)F